thiothreonine N[C@@H]([C@H](O)C)C(=S)O